Cl.CN(CCC1=CNC2=CC=CC(=C12)OC(=O)N1CCOCC1)C morpholine-4-carboxylic acid 3-(2-(dimethylamino) ethyl)-1H-indol-4-yl ester hydrochloride